(S)-2-((tert-butoxycarbonyl)amino)-3-methoxy-3-methylbutanoic acid methyl ester COC([C@H](C(C)(C)OC)NC(=O)OC(C)(C)C)=O